Methyl 3-[[(1R)-1-[6-methyl-2-(2-methylthiazolo[5,4-b]pyridin-5-yl)-4-oxo-chromen-8-yl]ethyl]amino]pyridine-2-carboxylate CC=1C=C2C(C=C(OC2=C(C1)[C@@H](C)NC=1C(=NC=CC1)C(=O)OC)C1=CC=C2C(=N1)SC(=N2)C)=O